C[C@@H](CC)NC(O[C@H]1CO[C@@H](C1)C=1C=NC(=NC1)NC1=C(C=C(C=C1)S(N)(=O)=O)F)=O (3R,5S)-5-{2-[(2-fluoro-4-sulfamoylphenyl)amino]pyrimidin-5-yl}oxolan-3-yl N-[(2S)-butan-2-yl]carbamate